6-methyl-2-(methylthio)-N-(3-(4'-(trifluoromethoxy)-[1,1'-biphenyl]-4-yl)propyl)thieno[2,3-d]pyrimidin CC1=CC2=C(N(C(N=C2)SC)CCCC2=CC=C(C=C2)C2=CC=C(C=C2)OC(F)(F)F)S1